C(C)(C)(C)OC(=O)NCCOC1=CC=C(C(=C1CN(C1=NC=2N(C=C1)N=CC2C(=O)OCC)C)Cl)F ethyl 5-((6-(2-((tert-butoxycarbonyl)amino)ethoxy)-2-chloro-3-fluorobenzyl)(methyl)amino)pyrazolo[1,5-a]pyrimidine-3-carboxylate